F[C@@H]1[C@@]2(CC[C@](C[C@H]1N(C=1N=NC(=CN1)C1=C(C=C(C=C1)N1N=C(N=N1)C)O)C)(N2)C)C 2-(3-(((1S,2S,3R,5R)-2-fluoro-1,5-dimethyl-8-azabicyclo[3.2.1]octan-3-yl)(methyl)amino)-1,2,4-triazin-6-yl)-5-(5-methyl-2H-tetrazol-2-yl)phenol